N1=NC(=CC2=C1C1=C(SCC2)C=CC=C1)N1N=C(N=C1N)NC1=CC(=C(C=C1)N1CCC(CC1)CN1CCCC1)F 1-(6,7-dihydro-5H-benzo[2,3]thiepino[4,5-c]pyridazin-3-yl)-N3-(3-fluoro-4-(4-(pyrrolidinylmethyl)piperidinyl)phenyl)-1H-1,2,4-triazole-3,5-diamine